3-(4-(6-hydroxypyridazin-3-yl)phenyl)-1-phenyl-1H-pyrazol-5(4H)-one OC1=CC=C(N=N1)C1=CC=C(C=C1)C1=NN(C(C1)=O)C1=CC=CC=C1